(4-methyl-3-piperidin-3-yl-phenyl)-carbamic acid tert-butyl ester C(C)(C)(C)OC(NC1=CC(=C(C=C1)C)C1CNCCC1)=O